BrC=1C=C2C(=NN(C2=C(C1)Cl)C1OCCCC1)C=C 5-bromo-7-chloro-1-(tetrahydro-2H-pyran-2-yl)-3-vinyl-1H-indazole